C1(CC1)N1CC2(C1)CNC2 2-cyclopropyl-2,6-diazaspiro[3.3]heptane